ICC(=O)NCCCC[C@H](N)C(=O)O N6-(2-iodoacetyl)-L-lysine